BENZIMIDAZOLo[1,2-A]BENZIMIDAZOLE C1=CC=CC2=C1N1C(NC3=C1C=CC=C3)=N2